(2-((dimethylamino)methyl)-4-methyloxazol-5-yl)methanone CN(C)CC=1OC(=C(N1)C)C=O